2-hydrazineyl-4-(3-(trifluoromethyl)benzyl)pyridine (E)-methyl-3-(2-(benzyloxy)-3-(1-cyclopropylethyl)phenyl)but-2-enoate COC(\C=C(/C)\C1=C(C(=CC=C1)C(C)C1CC1)OCC1=CC=CC=C1)=O.N(N)C1=NC=CC(=C1)CC1=CC(=CC=C1)C(F)(F)F